OCC1CCC(CC1)N1N=C2C=C(C(=CC2=C1)NC(=O)C=1C=NC=C(C1)OC)OC N-[2-[4-(hydroxymethyl)cyclohexyl]-6-methoxy-indazol-5-yl]-5-methoxy-pyridine-3-carboxamide